[6-(Furan-3-yl)-17-hydroxy-1,7,11,15,15-pentamethyl-14,18-dioxo-3-oxapentacyclo[8.8.0.02,4.02,7.011,16]octadeca-12,16-dien-9-yl] acetate C(C)(=O)OC1CC2(C(CC3OC32C3(C(C(=C2C(C(C=CC2(C13)C)=O)(C)C)O)=O)C)C1=COC=C1)C